ClC1=C2C=CNC2=CC=C1 (E)-4-chloroindole